(R or S)-N-(5-(difluoromethyl)-2-((1-(4,4-difluoropiperidine-1-carbonyl)azetidin-3-yl)oxy)phenyl)-3-(3-fluoro-4-methylphenyl)-3-(1,2,4-thiadiazol-5-yl)pyrrolidine-1-carboxamide FC(C=1C=CC(=C(C1)NC(=O)N1C[C@](CC1)(C1=NC=NS1)C1=CC(=C(C=C1)C)F)OC1CN(C1)C(=O)N1CCC(CC1)(F)F)F |o1:13|